3-(4-((6aR,7R,10aS)-9-cyano-4-(2-fluorophenyl)-7,10a-dimethyl-8-oxo-5,6,6a,7,8,10a-hexahydrobenzo[h]quinazolin-2-yl)pyridin-2-yl)propionamide C(#N)C1=C[C@@]2([C@H](CCC=3C(=NC(=NC23)C2=CC(=NC=C2)CCC(=O)N)C2=C(C=CC=C2)F)[C@H](C1=O)C)C